carboxy-7-((2'-chloro-[1,1'-biphenyl]-2-yl)oxy)-1,2,3,4-tetrahydronaphthalene-2-aminium chloride [Cl-].C(=O)(O)C1C(CCC2=CC=C(C=C12)OC1=C(C=CC=C1)C1=C(C=CC=C1)Cl)[NH3+]